17-oxo-7-(9-((4,4,5,5,5-pentafluoropentyl)sulfinyl)nonyl)-7,8,9,11,12,13,14,15,16,17-decahydro-6H-cyclopenta[a]phenanthren-3-yl tetrahydro-1H-furo[3,4-c]pyrrole-5(3H)-carboxylate C1OCC2C1CN(C2)C(=O)OC=2C=CC=1C3CCC4C(CCC4C3C(CC1C2)CCCCCCCCCS(=O)CCCC(C(F)(F)F)(F)F)=O